BrC1=C(C=CC(=C1)C)OC(OCC)OCC 2-bromo-1-(diethoxymethoxy)-4-methylbenzene